O=C(CNC(=O)C1=NOC(=C1)C1=CC(=CC=C1)O)N1CCC(CC1)OC1=CC(=CC=C1)C(F)(F)F 5-(3-Hydroxy-phenyl)-isoxazole-3-carboxylic acid {2-oxo-2-[4-(3-trifluoromethyl-phenoxy)-piperidin-1-yl]-ethyl}-amide